3-[4-[[3-[(phenylmethyl)thio]-4H-1,2,4-triazol-4-yl]methyl]phenyl]-5-(trifluoromethyl)-1,2,4-oxadiazole C1(=CC=CC=C1)CSC1=NN=CN1CC1=CC=C(C=C1)C1=NOC(=N1)C(F)(F)F